C1(=CC=CC=C1)C1=CC=C(N1)C(=O)O C5-phenyl-1H-pyrrole-2-carboxylic acid